tert-butyl (2S,4R)-2-((1H-1,2,3-triazol-1-yl)methyl)-4-(5-(3-bromophenyl)-oxazole-2-carboxamido)pyrrolidine-1-carboxylate N1(N=NC=C1)C[C@H]1N(C[C@@H](C1)NC(=O)C=1OC(=CN1)C1=CC(=CC=C1)Br)C(=O)OC(C)(C)C